C[Si](NC(C(F)(F)F)=O)(C)C trimethyl-silyl-trifluoroacetamide